α-methyl-D-isoleucine C[C@@](N)([C@H](C)CC)C(=O)O